O=C([C@H](O)[C@H](O)[C@H](O)[C@H](O)CO)O allonic acid